BrC1=C(C=C2C=NN(C2=C1)C)OC=1C=NC(=CC1)[N+](=O)[O-] 6-bromo-1-methyl-5-((6-nitro-pyridin-3-yl)oxy)-1H-indazole